NC=1C=2N(C=CN1)C(=NC2C2=CC=C(C=C2)CNC(C2=C(C=CC(=C2)F)OC)=O)C21CCC(CC2)(CC1)C(=O)OC methyl 4-(8-amino-1-(4-((5-fluoro-2-methoxybenzamido)methyl)phenyl)imidazo[1,5-a]pyrazin-3-yl)bicyclo[2.2.2]octane-1-carboxylate